C(C)(C)(C)OC(=O)N[C@H](CC(C)C)C(=O)O (tert-butoxycarbonyl)-D-leucine